CN1C(=C(C2=CC=CC=C12)Br)C 1,2-dimethyl-3-bromoindole